C1(=CC=C(C=C1)N(C1=CC=2C3(C4=CC=CC=C4C2C=C1)C1=CC=CC=C1C=1C=CC=CC13)C1=CC=CC=C1)C1=CC=CC=C1 N-(1,1'-Biphenyl-4-Yl)-N-Phenyl-9,9'-Spirobi[9H-Fluoren]-2-Amine